4-bromo-2-(3-chlorophenyl)oxazole BrC=1N=C(OC1)C1=CC(=CC=C1)Cl